INCC1=CC=C(C=C1)CC N-iodo-4-ethylphenylmethylamine